CN1N=C(C(=C1C)C(=O)N(C1=CC(=C(C=C1)C(C(F)(F)F)(C(F)(F)F)OC)CC(C)C)C(C(C)C)=O)C 1,3,5-trimethyl-N-(2-methyl-1-oxopropyl)-N-[3-(2-methylpropyl)-4-[2,2,2-trifluoro-1-methoxy-1-(trifluoromethyl)ethyl]-phenyl]-1H-pyrazole-4-carboxamide